COC1=CC=C(C=C1)C(OCC1C(C(C(O1)N1C2=NC=NC(=C2N=C1)NC(C1=CC=CC=C1)=O)O[Si](C)(C)C(C)(C)C)O)(C1=CC=CC=C1)C1=CC=C(C=C1)OC N-[9-(5-{[bis(4-methoxyphenyl)(phenyl)methoxy]methyl}-3-[(tert-butyldimethylsilyl)oxy]-4-hydroxyoxolan-2-yl)-9H-purin-6-yl]benzamide